NC1=CC=C(C=C1)CCN1[C@@H](O[C@@H](C1=O)C)C=1C(=NN(C1)C1=CC=C(C=C1)Br)C1=COC=C1 (2S,5R)-3-(4-aminophenyl-ethyl)-2-(1-(4-bromophenyl)-3-(furan-3-yl)-1H-pyrazol-4-yl)-5-methyl-oxazolidin-4-one